3-(5-(3,8-diazabicyclo[3.2.1]octan-8-yl)-4,6,7-trifluoro-1-oxoisoindolin-2-yl)piperidine-2,6-dione C12CNCC(CC1)N2C=2C(=C1CN(C(C1=C(C2F)F)=O)C2C(NC(CC2)=O)=O)F